4-(2,4-dimethoxyphenyl)but-3-en-2-one platinum [Pt].COC1=C(C=CC(=C1)OC)C=CC(C)=O